5-Iodo-2-methoxypyridin-4-amine IC=1C(=CC(=NC1)OC)N